4-(4-bromo-2-chloro-6-fluoro-phenoxy)butanoic acid ethyl ester C(C)OC(CCCOC1=C(C=C(C=C1F)Br)Cl)=O